NC1=C(C=C(C=N1)C=1C=NN(C1)C1CCC(CC1)CN1CCC(CC1)C=1C=C2CN(CC2=CC1F)C1C(NC(CC1)=O)=O)O[C@H](C)C1=C(C(=CC=C1Cl)F)Cl 5-(1-((4-(4-(6-amino-5-((R)-1-(2,6-dichloro-3-fluorophenyl)ethoxy)pyridin-3-yl)-1H-pyrazol-1-yl)cyclohexyl)methyl)piperidin-4-yl)-2-(2,6-dioxopiperidin-3-yl)-6-fluoroisoindoline